1-(6-chloro-1-(6-(1,1-difluoroethyl)pyridin-2-yl)-1H-pyrazolo[4,3-C]pyridin-3-yl)ethan-1-ol ClC1=CC2=C(C=N1)C(=NN2C2=NC(=CC=C2)C(C)(F)F)C(C)O